C(N)(=O)C1=CC(=C(COC=2C=C(C=CC2F)C2=CC(=C(C=C2)CC2=NC3=C(N2)C=C(C=C3)C(=O)O)F)C=C1)F 2-((3'-((4-Carbamoyl-2-fluorobenzyl)oxy)-3,4'-difluoro-[1,1'-biphenyl]-4-yl)methyl)-1H-benzo[d]imidazole-6-carboxylic acid